OC=1C=C(C=CC1O)/C=C/C(=O)NCCC1=CC=C(C=C1)OCC(C)C (E)-3-(3,4-dihydroxyphenyl)-N-(4-isobutoxyphenethyl)acrylamide